((2-chlorophenyl)amino)-3-((2-ethyl-6-methoxy-1,2,3,4-tetrahydroisoquinolin-7-yl)amino)-1,2,4-triazine-6-carboxamide ClC1=C(C=CC=C1)NC=1N=C(N=NC1C(=O)N)NC1=C(C=C2CCN(CC2=C1)CC)OC